6-(((3R,5S)-5-fluoropiperidin-3-yl)amino)-3-(2-methoxy-4-(trifluoromethyl)phenyl)-4-methyl-1,2,4-triazin-5(4H)-one F[C@H]1C[C@H](CNC1)NC=1C(N(C(=NN1)C1=C(C=C(C=C1)C(F)(F)F)OC)C)=O